6-(2-methyl-1,3-benzoxazol-5-yl)-5-(1-{[1-(trifluoromethyl)cyclopropyl]methyl}-1H-pyrazol-4-yl)pyridine-2-carbonitrile CC=1OC2=C(N1)C=C(C=C2)C2=C(C=CC(=N2)C#N)C=2C=NN(C2)CC2(CC2)C(F)(F)F